[Ni].[Cu].[Cr] chromium copper-nickel